FC1([C@H]2CC(C[C@@H](C1)N2C(=O)OC(C)(C)C)=NO)F |r| (±)-tert-butyl (1S,5R)-6,6-difluoro-3-(hydroxyimino)-8-azabicyclo[3.2.1]octane-8-carboxylate